C(C)(C)(C)N[Ta](N(CC)C)(N(CC)C)N(C)CC (tertiary butylamino)tris(ethylmethylamino)tantalum